FC1=C(C=CC(=C1)F)C1=CC(=CC=C1)O 2',4'-Difluoro-3-hydroxy-biphenyl